4-phenylbutyrate sodium salt [Na+].C1(=CC=CC=C1)CCCC(=O)[O-]